C(C)OC(C1=C(C(=C(C(=C1)C#N)C1=CC=C(C=C1)C(F)(F)F)C#N)C)=O 3,5-dicyano-2-methyl-4-[4-(trifluoromethyl)phenyl]benzoic acid ethyl ester